N-[4-Chloro-2-[[(1,1-di-methylethyl)amino]carbonyl]-6-methylphenyl]-1-(3-chloro-2-pyridinyl)-3-(fluorometh-oxy)-1H-pyrazole-5-carboxamide ClC1=CC(=C(C(=C1)C)NC(=O)C1=CC(=NN1C1=NC=CC=C1Cl)OCF)C(=O)NC(C)(C)C